N-benzyl-3-methoxy-4-(4,4,5,5-tetramethyl-1,3,2-dioxaborolan-2-yl)benzamide C(C1=CC=CC=C1)NC(C1=CC(=C(C=C1)B1OC(C(O1)(C)C)(C)C)OC)=O